C(CC)OC(=O)NC(=N)C1=CC=C(CNC(OC(C)(C)C)=O)C=C1 tert-Butyl (4-(N-(propoxycarbonyl)carbamimidoyl)benzyl)carbamate